1-(tert-butyl) 4-(1,1,1,3,3,3-hexafluoropropan-2-yl) piperazine-1,4-dicarboxylate N1(CCN(CC1)C(=O)OC(C(F)(F)F)C(F)(F)F)C(=O)OC(C)(C)C